Cl.ClC=1C=CC=C2C=CC=C(C12)C1C=2C(=C(N=C(C2CCN1)N1CC(NCC1)CC#N)OC[C@H]1N(CCC1)C)C#N (8-chloronaphthalen-1-yl)-1-(3-(cyanomethyl)piperazin-1-yl)-3-(((S)-1-methylpyrrolidin-2-yl)methoxy)-5,6,7,8-tetrahydro-2,6-naphthyridine-4-carbonitrile hydrochloride